O=C1NC(CCC1C1=CC(=C(C=C1F)C1CCN(CC1)C(=O)OC(C)(C)C)F)=O tert-butyl 4-[4-(2,6-dioxo-3-piperidyl)-2,5-difluoro-phenyl]piperidine-1-carboxylate